C(C)N1C[C@@H](CCC1)N1C2=C(OCC1)C(=C(N=N2)C2=C(C=C(C#N)C=C2)O)C 4-[8-[(3R)-1-ethyl-3-piperidyl]-4-methyl-6,7-dihydropyridazino[4,3-b][1,4]oxazin-3-yl]-3-hydroxy-benzonitrile